C1=CC=CC=2C=CC=3N(C=4C=CC=CC4C3C21)C2=C(C#N)C(=C(C(=C2N2C=1C=CC=CC1C=1C3=C(C=CC21)C=CC=C3)N3C=2C=CC=CC2C=2C1=C(C=CC32)C=CC=C1)C1=CC=NC=C1)N1C=3C=CC=CC3C=3C2=C(C=CC13)C=CC=C2 2,3,4,6-tetrakis(7H-benzo[c]carbazol-7-yl)-5-(pyridin-4-yl)benzonitrile